3-(3,4-dimethoxyphenyl)-2-methyl-5-(piperidin-4-yl)-1H-pyrrolo[2,3-c]pyridine 2HCl Cl.Cl.COC=1C=C(C=CC1OC)C1=C(NC2=CN=C(C=C21)C2CCNCC2)C